C(C)(C)(C)OC(=O)C1(CC(C2=CC(=CC=C12)OC)CC(=O)O)C(=O)OC(C)(C)C 2-(3,3-bis(tert-butoxycarbonyl)-6-methoxy-2,3-dihydro-1H-inden-1-yl)acetic acid